O1[C@H]([C@@H](OC12CCCCC2)C(O)(C2=CC=CC=C2)C2=CC=CC=C2)C(O)(C2=CC=CC=C2)C2=CC=CC=C2 ((2R,3R)-1,4-dioxaspiro[4.5]decane-2,3-diyl)bis(diphenylmethanol)